6-chloro-N-ethoxy-4-((5-fluoro-2-methoxy-3-(5-isopropylpyrazin-2-yl)phenyl)amino)nicotinamide ClC1=NC=C(C(=O)NOCC)C(=C1)NC1=C(C(=CC(=C1)F)C1=NC=C(N=C1)C(C)C)OC